ONC(=O)C(C(=O)NC1=CC=C(C=C1)CN1N=NC(=C1)CNC1=CC=C(C=C1)I)CC(C)C 2-(Hydroxycarbamoyl)-N-[4-[[4-[(4-iodoanilino)methyl]triazol-1-yl]methyl]phenyl]-4-methyl-pentanamide